bis(t-butylperoxyisopropyl)phenylbis(t-butylperoxy)-2,5-dimethylhexyne C(C)(C)(C)OOC(C)(C)C(C(C#CC(C)(C)OOC(C)(C)C)(C)OOC(C)(C)C)(C1=CC=CC=C1)C(C)(C)OOC(C)(C)C